O1-tert-butyl O2-methyl (2S)-4-(5-methylindolin-1-yl)pyrrolidine-1,2-dicarboxylate CC=1C=C2CCN(C2=CC1)C1C[C@H](N(C1)C(=O)OC(C)(C)C)C(=O)OC